3-(thiophen-3-yl)aniline S1C=C(C=C1)C=1C=C(N)C=CC1